CC1=C(C2=C(N=CN=C2NC2(CC2)C)O1)C(=O)NCCC1=CC=C(C=C1)C 6-methyl-4-[(1-methylcyclopropyl)amino]-N-[2-(4-methylphenyl)ethyl]furo[2,3-d]pyrimidine-5-carboxamide